OC(C(=O)C1=CC=C(C=C1)CC1=CC=C(C=C1)C(C(C)(C)O)=O)(C)C 2-hydroxy-1-(4-(4-(2-hydroxy-2-methylpropanoyl)benzyl)phenyl)-2-methyl-1-propanone